BrC1=CC(=NC=C1)[C@H](COC)NC |r| rac-1-(4-bromopyridin-2-yl)-2-methoxy-N-methylethan-1-amine